(S)-1-(3-((4-((3-Chloro-2-cyclopropoxy-4-fluorophenyl)amino)pyrido[3,2-d]pyrimidin-6-yl)oxy)pyrrolidin-1-yl)prop-2-en-1-one ClC=1C(=C(C=CC1F)NC=1C2=C(N=CN1)C=CC(=N2)O[C@@H]2CN(CC2)C(C=C)=O)OC2CC2